6-(3-(5-(6-(cyclopropylmethyl)-2,6-diazaspiro[3.3]heptan-2-yl)pyridin-2-yl)-4-isopropyl-1H-pyrazol-5-yl)-8-methoxy-[1,2,4]triazolo[1,5-a]pyridine C1(CC1)CN1CC2(CN(C2)C=2C=CC(=NC2)C2=NNC(=C2C(C)C)C=2C=C(C=3N(C2)N=CN3)OC)C1